3,5-di-tert-butyl-4-hydroxyhydrocinnamamide C(C)(C)(C)C=1C=C(CCC(=O)N)C=C(C1O)C(C)(C)C